C1(=CC=CC2=CC=CC=C12)C(=O)N1CCNC2=C(C1)C=CC=N2 1-naphthalenyl(1,2,3,5-tetrahydro-4H-pyrido[2,3-e]-1,4-diazepin-4-yl)methanone